C(CCC)N(CC(=O)N)C1=C(C(=CC=C1)Cl)C=O 2-[BUTYL(3-CHLORO-2-FORMYLPHENYL)AMINO]ACETAMIDE